FC=1C=NC(=NC1)C=1C(=C(C=CC1)NC1=C(N=NC=C1)C(=O)NC([2H])([2H])[2H])OC 4-((3-(5-fluoropyrimidin-2-yl)-2-methoxyphenyl)Amino)-N-trideuteromethylpyridazine-3-carboxamide